C1(CC1)N1C=C(C(C2=CC(=C(C=C12)OCCOC1OCCCC1)F)=O)C=O 1-cyclopropyl-6-fluoro-7-[2-(oxacyclohex-2-yloxy)ethoxy]-4-oxo-1,4-dihydroquinoline-3-carbaldehyde